6-(tert-butyl)-4-propyl-1,3,5-triazin-2(1H)-one C(C)(C)(C)C1=NC(=NC(N1)=O)CCC